6-(2,2-difluoroethoxy)-4-(4-(difluoromethoxy)phenyl)-2-(2-methyl-2H-indazol-5-yl)-3-oxo-2,3-dihydropyrido[3,2-c]pyridazine-8-carboxylic acid FC(COC=1C=C(C2=NN(C(C(=C2N1)C1=CC=C(C=C1)OC(F)F)=O)C1=CC2=CN(N=C2C=C1)C)C(=O)O)F